FC(N1C(=NC2=C1C(N(C=1C(=NC=CC21)NC2=CC(=NC=C2C(CC([2H])([2H])[2H])=O)NC(=O)C2CC2)C)C)C)F N-(4-((3-(difluoromethyl)-2,4,5-trimethyl-4,5-dihydro-3H-imidazo[4,5-c][1,7]naphthyridin-6-yl)amino)-5-(propanoyl-3,3,3-d3)pyridin-2-yl)cyclopropanecarboxamide